(1-(6-(1,1-difluoroethyl)pyridin-2-yl)-3-(methoxymethyl)-1H-pyrazolo[4,3-c]pyridin-6-yl)acetamide FC(C)(F)C1=CC=CC(=N1)N1N=C(C=2C=NC(=CC21)CC(=O)N)COC